C(C)(C)N1C=C(C=2C1=CN=CC2)C2=CC(=NC=C2)NC(=O)C2CCN(CC2)C(=O)OC(C)(C)C tertbutyl 4-((4-(1-isopropyl-1H-pyrrolo[2,3-c]pyridin-3-yl)pyridin-2-yl)carbamoyl)piperidine-1-carboxylate